14-oxo-14-[[(1S)-2,2-dimethyl-1-[(2S,4R)-4-hydroxy-2-[[(1S)-1-[4-(4-methylthiazol-5-yl)phenyl]ethyl]carbamoyl]pyrrolidine-1-carbonyl]propyl]amino]tetradecanoic acid O=C(CCCCCCCCCCCCC(=O)O)N[C@@H](C(C)(C)C)C(=O)N1[C@@H](C[C@H](C1)O)C(N[C@@H](C)C1=CC=C(C=C1)C1=C(N=CS1)C)=O